C(#N)C(C(C1=C(SC(=C1C)C)C)C#N)(O)C1=C(SC(=C1C)C)C 1,2-dicyano-1,2-bis(2,4,5-trimethyl-3-thienyl)ethaneol